N1CC(C1)C1=C(N(C2=CC=C(C=C12)OCC1=CC=CC=C1)C1=CC(=C(C=C1)F)C)C(C)C 3-(azetidin-3-yl)-5-benzyloxy-1-(4-fluoro-3-methyl-phenyl)-2-isopropyl-indole